(2-methoxyethoxy)-5,8-dihydropyrido[3,4-d]pyrimidine-7(6H)-carboxylic acid tert-butyl ester C(C)(C)(C)OC(=O)N1CC=2N=C(N=CC2CC1)OCCOC